ClC1=NC(=CC(=C1)C1=C(N=C(C=2N1N=NN2)N)C2=CC(=CC=C2)F)C 5-(2-chloro-6-methylpyridin-4-yl)-6-(3-fluorophenyl)tetrazolo[1,5-a]pyrazin-8-amine